bis(2,4,6-trimethylbenzoyl)(2,4-dipentyloxyphenyl)phosphine oxide CC1=C(C(=O)P(C2=C(C=C(C=C2)OCCCCC)OCCCCC)(C(C2=C(C=C(C=C2C)C)C)=O)=O)C(=CC(=C1)C)C